C(C=C)[C@@H]1[C@H](C1)C(=O)O (1S,2S)-2-allylcyclopropane-1-carboxylic acid